2-Aminochalcone NC1=C(C=CC=C1)\C=C\C(=O)C1=CC=CC=C1